(R)-6-(3,3-dimethylpiperazin-1-yl)-N-(1-(2-methyl-2-(trifluoromethyl)phenyl)ethyl)quinolin-4-amine CC1(CN(CCN1)C=1C=C2C(=CC=NC2=CC1)N[C@H](C)C1C(C=CC=C1)(C(F)(F)F)C)C